BrC1=CC=C(C=C1)S(=O)(=O)N1C[C@@H]([C@@H](CC1)NC1=NC=C(C=C1)C(F)(F)F)O (3s,4r)-1-((4-bromophenyl)sulfonyl)-4-((5-(trifluoromethyl)pyridin-2-yl)amino)piperidin-3-ol